2-cyclopropyl-4-[difluoro(phenyl)methyl]-6-piperazin-1-yl-pyrimidine C1(CC1)C1=NC(=CC(=N1)C(C1=CC=CC=C1)(F)F)N1CCNCC1